4-((2R,4r,6S)-2-cyano-7-((5-methoxy-7-methyl-1H-indol-4-yl)methyl)-7-azaspiro[3.5]nonan-6-yl)-N-(2-(3,3-difluoroazetidin-1-yl)ethyl)benzamide C(#N)C1CC2(C1)C[C@H](N(CC2)CC2=C1C=CNC1=C(C=C2OC)C)C2=CC=C(C(=O)NCCN1CC(C1)(F)F)C=C2